6-chloro-4-(trifluoromethyl)-2-(2-trimethylsilylethoxymethyl)pyridazin-3-one ClC=1C=C(C(N(N1)COCC[Si](C)(C)C)=O)C(F)(F)F